O1CCC(CC1)CNC(=O)[C@@H]1CC12CCN(CC2)C(=O)OC(C(F)(F)F)C(F)(F)F |r| 1,1,1,3,3,3-hexafluoro-propan-2-yl (±)-1-(((tetra-hydro-2H-pyran-4-yl)-methyl)carbamoyl)-6-azaspiro[2.5]-octane-6-carboxylate